P(=S)(OCCCCOC(C=C)=O)(O)[O-] acryloyloxybutyl hydrogen thiophosphate